diisopropyl azodicarboxylate N(=NC(=O)OC(C)C)C(=O)OC(C)C